tert.-butyl alcohol C(C)(C)(C)O